C(C)C1=CN=C2N1C=C(C=N2)C=2C=CN1N=C(N=CC12)NCC1(CCC1)F 5-(3-ethylimidazo[1,2-a]pyrimidin-6-yl)-N-((1-fluorocyclobutyl)methyl)pyrrolo[2,1-f][1,2,4]triazin-2-amine